N8-methyl-5-(6-morpholino-[1,2,4]triazolo[1,5-a]pyridin-2-yl)-N3-(pyridin-2-yl)pyrido[3,4-c]pyridazine-3,8-diamine CNC1=NC=C(C2=C1N=NC(=C2)NC2=NC=CC=C2)C2=NN1C(C=CC(=C1)N1CCOCC1)=N2